COC(C1=C(N=CC(=C1)[N+](=O)[O-])NC)=O methyl-2-(methylamino)-5-nitronicotinate